(3-dimethylaminopropyl)-N'-Ethyl-carbodiimide CN(CCCN=C=NCC)C